2,2-dihydroxybenzol OC1(CC=CC=C1)O